ClC1=CC=C2C(=CNC2=C1)S(=O)(=O)NC1=NC(=C(C(=N1)OC)C#N)OC 6-chloro-N-(5-cyano-4,6-dimethoxy-pyrimidin-2-yl)-1H-indole-3-sulfonamide